Ethyl 3-(((3-((4-cyano-3-fluorophenoxy)methyl)-1-((2-cyanophenyl)sulfonyl)azetidin-3-yl)methyl)amino)propanoate C(#N)C1=C(C=C(OCC2(CN(C2)S(=O)(=O)C2=C(C=CC=C2)C#N)CNCCC(=O)OCC)C=C1)F